C(C)(C)C1=C(C#N)C=CC=C1 2-isopropyl-benzonitrile